rac-(2S,4r)-4-(2,2-difluoroethyl)-2-phenylpiperidine hydrochloride Cl.FC(C[C@H]1C[C@H](NCC1)C1=CC=CC=C1)F |r|